BrC=1N=C(C(N(C1)C)=O)NC1=CC=C(C=C1)[C@H]1N(CCN(C1=O)C)C (R)-5-bromo-3-(4-(1,4-dimethyl-3-oxopiperazin-2-yl)phenylamino)-1-methylpyrazin-2(1H)-one